(1S)-1-methyl-2,3,4,4a,6,7,8,8a-octahydro-1H-isoquinolin-5-one hydrochloride Cl.C[C@@H]1NCCC2C(CCCC12)=O